N-(2-methacryloyloxyethyl)-N,N-dimethyl-N-(3-sulfopropyl)ammonium C(C(=C)C)(=O)OCC[N+](CCCS(=O)(=O)O)(C)C